2-(1-(5-cyano-1-(difluoromethyl)-4,10-dihydro-1H-benzo[6,7]oxepino[3,4-c]pyrazol-4-yl)ethyl)-5-hydroxy-N-(isoxazol-4-yl)-1-methyl-6-oxo-1,6-dihydropyrimidine-4-carboxamide C(#N)C1=CC=CC2=C1C(C1=C(N(N=C1)C(F)F)CO2)C(C)C=2N(C(C(=C(N2)C(=O)NC=2C=NOC2)O)=O)C